N1(CCCCCC1)C=1N=C(C2=C(C=NNC2=O)N1)NC1CCN(CC1)CCN1CCC(CC1)CC#N 2-(1-(2-(4-((2-(azepan-1-yl)-5-oxo-5,6-dihydropyrimido[4,5-d]pyridazin-4-yl)amino)piperidin-1-yl)ethyl)piperidin-4-yl)acetonitrile